Tert-butyl 2-(hydroxymethyl)-5,6-dihydroimidazo[1,2-a]pyrazine-7(8H)-carboxylate OCC=1N=C2N(CCN(C2)C(=O)OC(C)(C)C)C1